rac-di-tert-butyl ((3S,4S)-2'-(trifluoromethyl)-2,3,4,5-tetrahydro-[1,1'-biphenyl]-3,4-diyl)dicarbamate FC(C1=C(C=CC=C1)C=1C[C@@H]([C@H](CC1)NC(OC(C)(C)C)=O)NC(OC(C)(C)C)=O)(F)F |r|